5-(benzyloxy)-8-ethyl-2-(3-methyl-1-benzothien-2-yl)quinoline-4-carboxylic acid C(C1=CC=CC=C1)OC1=C2C(=CC(=NC2=C(C=C1)CC)C=1SC2=C(C1C)C=CC=C2)C(=O)O